C(C=C)[C@]1([C@@H](CCC1)S(=O)(=O)N)C (1R,2S)-2-ALLYL-2-METHYLCYCLOPENTANE-1-SULFONAMIDE